C(CCC)C1N(CCC1)C Butyl-methyl-pyrrolidine